4-bromo-2'-methyl-5'-(pentafluoroethyl)-4'-(trifluoromethyl)-2'H-1,3'-bipyrazole BrC=1C=NN(C1)C=1N(N=C(C1C(F)(F)F)C(C(F)(F)F)(F)F)C